N-hydroxyethyl-2-ethyl-3-hydroxypyridin-4-one OCCN1C(=C(C(C=C1)=O)O)CC